methyl rac-5-((2R,3S,4S,5R)-3-(6-(difluoromethyl)-2-methoxypyridin-3-yl)-4,5-dimethyl-5-(trifluoromethyl)tetrahydrofuran-2-carboxamido)picolinate FC(C1=CC=C(C(=N1)OC)[C@H]1[C@@H](O[C@]([C@H]1C)(C(F)(F)F)C)C(=O)NC=1C=CC(=NC1)C(=O)OC)F |r|